C(C)(C)(C)C1=C(C=C(C(=N1)C)C=1NC2=CC=NC(=C2C(C1)=O)C=1N(C=CN1)C)Cl 2-(6-tert-butyl-5-chloro-2-methyl-3-pyridyl)-5-(1-methylimidazol-2-yl)-1H-1,6-naphthyridin-4-one